(1S,2R)-2-methyl-N-(8-((methyl-d3)amino)-5-(5-morpholinylbenzo[d]oxazol-2-yl)-2,7-naphthyridin-3-yl)cyclopropane-1-carboxamide C[C@H]1[C@H](C1)C(=O)NC=1N=CC2=C(N=CC(=C2C1)C=1OC2=C(N1)C=C(C=C2)N2CCOCC2)NC([2H])([2H])[2H]